ClC=1C(=C(C=CC1OCC1CC1)NC=1C2=C(N=CN1)C=CC(=N2)N2C1CN(CC2CC1)C(C=C)=O)F 1-(8-(4-((3-Chloro-4-(cyclopropylmethoxy)-2-fluorophenyl)amino)pyrido[3,2-d]pyrimidin-6-yl)-3,8-diazabicyclo[3.2.1]octan-3-yl)prop-2-en-1-one